(6-bromo-7-isopropoxy-imidazo[1,2-a]pyridin-2-yl)piperidine-1-carboxylic acid tert-butyl ester C(C)(C)(C)OC(=O)N1C(CCCC1)C=1N=C2N(C=C(C(=C2)OC(C)C)Br)C1